COC=1C=C2NCCN(C2=CC1)S(=O)(=O)C1=CC=C(C)C=C1 6-methoxy-1-p-toluenesulfonyl-1,2,3,4-tetrahydroquinoxaline